C(C=C)(=O)N1[C@H](CN(C[C@H]1C)C1=NC(N2C3=C(C(=C(C=C13)C(F)(F)F)C1=CC=C(C=C1)F)SC[C@H](C2)OCCN(C)C)=O)C (S)-8-((3S,5R)-4-acryloyl-3,5-dimethylpiperazin-1-yl)-3-(2-(dimethylamino)ethoxy)-11-(4-fluorophenyl)-10-(trifluoromethyl)-3,4-dihydro-2H,6H-[1,4]thiazepino[2,3,4-ij]quinazolin-6-one